(5-chloropyrimidin-2-yl)-2-azaspiro[3.3]heptane-5,6-d2 ClC=1C=NC(=NC1)C1NCC12C(C(C2)[2H])[2H]